COC=1C=C(C=CC1OC)NC(=O)C=1C(=NC(=NC1)C(F)(F)F)C1=CC(=C(C=C1)OC)OC N,4-bis(3,4-dimethoxyphenyl)-2-(trifluoromethyl)pyrimidine-5-carboxamide